[2-[[2-fluoro-4-(trifluoromethyl)phenyl]methyl]-2,7-diazaspiro[3.5]nonan-7-yl]-[3-(4H-1,2,4-triazol-3-yl)pyrrolidin-1-yl]methanone FC1=C(C=CC(=C1)C(F)(F)F)CN1CC2(C1)CCN(CC2)C(=O)N2CC(CC2)C2=NN=CN2